ClC1=C(C(=C(C=C1OC)OC)Cl)C=1N=C(C2=C(N1)C=NC(=C2)N[C@H]2[C@H](COC2)NC(C=C)=O)N2CCC(CC2)O N-((3R,4S)-4-((2-(2,6-dichloro-3,5-dimethoxyphenyl)-4-(4-hydroxypiperidin-1-yl)pyrido[3,4-d]pyrimidin-6-yl)amino)tetrahydrofuran-3-yl)acrylamide